FC([C@H]1N(C(SC1)=C=O)C=1N=C2N(CCOC3=C2C=CC(=C3)N[C@H](C(=O)N)COC)C1)F (S)-2-((2-((R)-4-(difluoromethyl)-2-carbonylthiazolidin-3-yl)-5,6-dihydrobenzo[f]imidazo[1,2-d][1,4]oxazepin-9-yl)amino)-3-methoxypropionamide